5-(2-methylpropan-2-yl)-3-nitroaniline CC(C)(C)C=1C=C(C=C(N)C1)[N+](=O)[O-]